(3Z)-1-bromo-17,17-diethoxy-3-heptadecene BrCC\C=C/CCCCCCCCCCCCC(OCC)OCC